(2Z)-2-(hydroxyimino)-6-(1-methyl-1H-indazol-6-yl)-2,3-dihydro-1H-inden-1-one O\N=C\1/C(C2=CC(=CC=C2C1)C1=CC=C2C=NN(C2=C1)C)=O